Cl.N[C@@H](C(C)C)C(=O)N L-valinamide hydrochloride